2-chloro-N-methylpyridinium ClC1=[N+](C=CC=C1)C